NC=1C=C(C=C2C=C(N=CC12)NC(=O)C1C(C1)F)C=1C=NC=C(C1CC)N N-(8-amino-6-(5-amino-4-ethylpyridin-3-yl)isoquinolin-3-yl)-2-fluorocyclopropane-1-carboxamide